2,3-diformyl-hydroquinone C(=O)C1=C(O)C=CC(=C1C=O)O